C(CCCC(C([2H])([2H])[2H])([2H])[2H])(=O)N1CC2(CC2)C[C@H]1C(=O)N[C@@H](C[C@H]1C(NCC1)=O)C(COC(F)(F)F)=O (S)-5-(hexanoyl-5,5,6,6,6-d5)-N-((S)-3-oxo-1-((S)-2-oxopyrrolidin-3-yl)-4-(trifluoromethoxy)butan-2-yl)-5-azaspiro[2.4]heptane-6-carboxamide